p-Nitrophenol Palmitate C(CCCCCCCCCCCCCCC)(=O)OC1=CC=C(C=C1)[N+](=O)[O-]